bis[(2,6-diphenyl)phenoxy]methylaluminum C1(=CC=CC=C1)C1=C(OC(OC2=C(C=CC=C2C2=CC=CC=C2)C2=CC=CC=C2)[Al])C(=CC=C1)C1=CC=CC=C1